CC1(CC=2N3CCN(C(C3=CC2C1)=O)C1=NC=CC(=C1C=O)I)C 2-[4,4-dimethyl-9-oxo-1,10-diazatricyclo[6.4.0.0[2,6]]dodecane-2(6),7-dien-10-yl]-4-iodopyridine-3-carbaldehyde